C1[C@H](NC2=CC=CC=C21)C(=O)O S-(-)-indoline-2-carboxylic acid